2-[tert-butyl(dimethyl)silyl]oxyspiro[3.5]nonan-7-d [Si](C)(C)(C(C)(C)C)OC1CC2(C1)CCC(CC2)[2H]